5-(trifluoromethoxy)pyridin-2-yl (5R)-3,3-difluoro-5-(2-oxopyrrolidin-1-yl)piperidine-1-carboxylate FC1(CN(C[C@@H](C1)N1C(CCC1)=O)C(=O)OC1=NC=C(C=C1)OC(F)(F)F)F